(2S)-2-[9H-fluoren-9-ylmethoxycarbonyl-(methyl)amino]-3-(4-fluorophenyl)propanoic acid C1=CC=CC=2C3=CC=CC=C3C(C12)COC(=O)N([C@H](C(=O)O)CC1=CC=C(C=C1)F)C